N-(1-(3-fluorophenyl)cyclopropyl)-2,3-dihydro-1H-pyrrolo[3,2-b]pyridine-1-carboxamide FC=1C=C(C=CC1)C1(CC1)NC(=O)N1CCC2=NC=CC=C21